FC(C=1C(=CC2=CN(N=C2C1)C1CCN(CC1)C(=O)OC(C)(C)C)[N+](=O)[O-])F tert-butyl 4-[6-(difluoromethyl)-5-nitro-indazol-2-yl]piperidine-1-carboxylate